6'-methyl-4-(4,4,5,5-tetramethyl-1,3,2-dioxaborolan-2-yl)-3'H-spiro[cyclohexane-1,2'-furo[2,3-b]pyridin] CC1=CC=C2C(=N1)OC1(C2)CCC(CC1)B1OC(C(O1)(C)C)(C)C